C(C)OC(C(F)(F)C1=NC=C(C=N1)Br)=O (5-Bromopyrimidin-2-yl)(difluoro)acetic acid ethyl ester